(2-bromo-4-methyl-7-oxo-thieno[2,3-d]pyridazin-6-yl)acetic acid tert-butyl ester C(C)(C)(C)OC(CN1N=C(C2=C(C1=O)SC(=C2)Br)C)=O